CCCCOCCCOC(CC)O (2-Butoxymethylethoxy)propanol